3-methoxy-N-(4-(N-(2-methoxyphenyl)sulfamoyl)phenyl)benzamide COC=1C=C(C(=O)NC2=CC=C(C=C2)S(NC2=C(C=CC=C2)OC)(=O)=O)C=CC1